FC1=C2C(N(C=NC2=CC(=C1)C1CCC=2N(C1)C=C(N2)C)C2CCNCC2)=O 5-fluoro-7-{2-methyl-5H,6H,7H,8H-imidazo[1,2-a]pyridin-6-yl}-3-(piperidin-4-yl)quinazolin-4-one